CC(=CC(C)O)CCC=C(C)C 4,8-dimethyl-3,7-nonadien-2-ol